FC(C=1C=C(C(NN1)=O)CN1C=NC(=C(C1=O)OC=1C(=C(C#N)C=CC1)F)C(F)(F)F)F 3-((1-((6-(difluoromethyl)-3-oxo-2,3-dihydropyridazin-4-yl)methyl)-6-oxo-4-(trifluoromethyl)-1,6-dihydropyrimidin-5-yl)oxy)-2-fluorobenzonitrile